ClC1=C(C=CC=C1F)C1OC2=C(C=3N1C=C(C(C3)=O)C(=O)O)C=3CC(OC3C(=C2)OCCCOC)(C)C 7-(2-chloro-3-fluorophenyl)-4-(3-methoxypropoxy)-2,2-dimethyl-11-oxo-1,2,7,11-tetrahydrobenzofuro[4,5-e]pyrido[1,2-c][1,3]oxazine-10-carboxylic acid